2-(4-chloro-7-methyl-6-(4-morpholinophenyl)-2H-indazol-2-yl)-2-((R)-6-fluoro-6,7-dihydro-5H-pyrrolo[1,2-c]imidazol-1-yl)acetic acid ethyl ester C(C)OC(C(C1=C2N(C=N1)C[C@@H](C2)F)N2N=C1C(=C(C=C(C1=C2)Cl)C2=CC=C(C=C2)N2CCOCC2)C)=O